C(N)(=O)C1=C(C=C(S1)COC1=CC=CC(=N1)C1=CC(=C(C=C1F)CC=1N(C2=C(N1)C=CC(=C2)C(=O)O)C[C@H]2OCC2)F)F 2-[[4-[6-[(5-carbamoyl-4-fluoro-2-thienyl)methoxy]-2-pyridyl]-2,5-difluoro-phenyl]methyl]-3-[[(2S)-oxetan-2-yl]methyl]benzimidazole-5-carboxylic acid